3,3'-diiodo-4,4'-dipentyloxybiphenyl IC=1C=C(C=CC1OCCCCC)C1=CC(=C(C=C1)OCCCCC)I